bismuth 1,1',1'',1'''-(1,2-ethanediyldinitrilo)tetrakis[2-propanol] C(CN(CC(C)O)CC(C)O)N(CC(C)O)CC(C)O.[Bi]